ClC1=C(C=CC(=C1)Cl)[C@]1(OC[C@H](O1)COC1=CC=C(C=C1)N1CCN(CC1)NC(=O)NN=CC1=CC(=CC=C1)O)C N-(4-(4-(((2S,4R)-2-(2,4-Dichlorophenyl)-2-Methyl-1,3-Dioxolan-4-yl)Methoxy)Phenyl)Piperazin-1-yl)-2-((3-hydroxyphenyl)methylene)Hydrazinecarboxamide